4,6-dimethyl-6-propyl-3,6-dihydro-2EZ-pyran CC=1CCOC(C1)(CCC)C